N-[3-chloro-4-(2-isopentyloxyethylcarbamoyl)phenyl]-5-[4-(cyanomethoxy)-2,3-difluoro-phenyl]-1-methyl-imidazole-2-carboxamide ClC=1C=C(C=CC1C(NCCOCCC(C)C)=O)NC(=O)C=1N(C(=CN1)C1=C(C(=C(C=C1)OCC#N)F)F)C